NS(=O)(=O)C1=CC=C(C=C1)CNC1=NC(=NC(=C1)N1CCOCC1)NC=1SC(=C(N1)C)C(=O)OCC ethyl 2-[[4-[[[4-(aminosulfonyl) phenyl] methyl] amino]-6-(4-morpholinyl)-2-pyrimidinyl] amino]-4-methyl-5-thiazolecarboxylate